CN1CCN(CC1)C1=CC=C(C=C1)NC1=NC=C(C(=C1)NCCCN1C(OCCC1)=O)C(F)(F)F 3-(3-((2-((4-(4-methylpiperazin-1-yl)phenyl)amino)-5-(trifluoromethyl)pyridin-4-yl)amino)propyl)-1,3-oxazinan-2-one